BrC1=C(C(=NC=C1)C(CC)=O)OC 1-(4-Bromo-3-methoxypyridin-2-yl)propan-1-one